C(C)OC(C(CC)NC(C1=CC=CC=C1)=O)=O (E)-2-(benzamido)butanoic acid ethyl ester